(E)-2-(2-thienyl)-2-(4,4-bis(4-methoxyphenyl)-1,3-butadienyl)-1,3-dithiane S1C(=CC=C1)C1(SCCCS1)\C=C\C=C(C1=CC=C(C=C1)OC)C1=CC=C(C=C1)OC